ClC1=C(C(=CC=C1)Cl)N1N=C(C(=C1)NC1=CC=C(C=C1)C(=O)N1CC(C1)F)C(=O)N 1-(2,6-dichlorophenyl)-4-((4-(3-fluoroazetidine-1-carbonyl)phenyl)amino)-1H-pyrazole-3-carboxamide